2-[2-(aminomethyl)-3,3-difluoro-allyl]-4-[6-(3-piperazin-1-ylphenyl)-2-pyridinyl]-1,2,4-triazol-3-one NCC(CN1N=CN(C1=O)C1=NC(=CC=C1)C1=CC(=CC=C1)N1CCNCC1)=C(F)F